COC1=C(C=C(C=C1)C2=COC3=C(C2=O)C=CC(=C3)O)[O-] The molecule is a flavonoid oxoanion obtained by deprotonation of the hydroxy group at position 7 of calycosin. It is the major microspecies at pH 7.3 (according to Marvin v 6.2.0.). It has a role as an antioxidant and a metabolite. It is a conjugate base of a calycosin.